C1(CC1)C=1C=C(N=NC1C1=C(C=C(C=C1)F)OCOCC)N 5-cyclopropyl-6-(2-(ethoxymethoxy)-4-fluorophenyl)pyridazin-3-amine